C(C)(C)(C)OC(=O)N1[C@@H]([C@H]2[C@H]3[C@@H](C[C@@H]([C@H]2C1)C3)O)C(=O)O (1S,2R,3S,6R,7S,9R)-4-(tert-butoxycarbonyl)-9-hydroxy-4-azatricyclo[5.2.1.0^{2,6}]decane-3-carboxylic acid